CN(CCCS)C 3-(Dimethylamino)propan-1-thiol